C(O)(=O)OCCN(CCCC)CCCC N,N-dibutylethanolamine bicarbonate